C(C)(C)C1=NC(=NO1)N[C@@H]1C[C@H](CC1)NC1=CC=C(C=N1)N1N=CC=CC1=O 2-(6-(((1S,3S)-3-((5-isopropyl-1,2,4-oxadiazol-3-yl)amino)cyclopentyl)amino)pyridin-3-yl)pyridazin-3(2H)-one